(N,N-diethylaminomethyl)diethoxysilane C(C)N(CC)C[SiH](OCC)OCC